C1(CCCCC1)CN1C=CC2=C1N=C(N=C2NC=2N=CN(C2)C2=CC(=C(C(=C2)OC)OC)OC)N2[C@@H](CCC2)CO (S)-(1-(7-(cyclohexylmethyl)-4-((1-(3,4,5-trimethoxyphenyl)-1H-imidazol-4-yl)amino)-7H-pyrrolo[2,3-d]pyrimidin-2-yl)pyrrolidin-2-yl)methanol